C(C)(C)(C)C=1C=C(C=C(C1O)C(C)(C)C)CCC(=O)NCCCNC(CCC1=CC(=C(C(=C1)C(C)(C)C)O)C(C)(C)C)=O bis-(3,5-di-tert-butyl-4-hydroxyphenylpropionyl)-trimethylenediamine